3-(3-fluoro-2-methoxyanilino)-2-(3-{[(3S)-4-methylmorpholin-3-yl]methoxy}pyridin-4-yl)-1,5,6,7-tetrahydro-4H-pyrrolo[3,2-c]pyridin-4-one FC=1C(=C(NC2=C(NC3=C2C(NCC3)=O)C3=C(C=NC=C3)OC[C@H]3N(CCOC3)C)C=CC1)OC